ClC1=NN2C(N=CC3=C2C(CN3)C(F)(F)F)=C1 2-chloro-8-(trifluoromethyl)-7,8-dihydro-6H-pyrazolo[1,5-a]Pyrrolo[2,3-e]Pyrimidine